3-bromo-1-(phenylselanyl)dibenzo[b,d]furan BrC=1C=C(C2=C(OC3=C2C=CC=C3)C1)[Se]C1=CC=CC=C1